N-(4-{[6-(5-chloro-2-fluorophenyl)-3-methylpyridazin-4-yl]amino}pyridin-2-yl)-1-[2-(dimethylamino)ethyl]-1H-pyrazole-4-carboxamide ClC=1C=CC(=C(C1)C1=CC(=C(N=N1)C)NC1=CC(=NC=C1)NC(=O)C=1C=NN(C1)CCN(C)C)F